1-(tert-butyl) 6-methyl 3-methyladipate CC(CC(=O)OC(C)(C)C)CCC(=O)OC